2-[3-[(2R,5S)-5-(aminomethyl)-3-oxo-1,4-thiazepan-2-yl]phenyl]benzoic acid NC[C@H]1NC([C@H](SCC1)C=1C=C(C=CC1)C1=C(C(=O)O)C=CC=C1)=O